tert-butyl (2-(1H-imidazol-4-yl)propan-2-yl)carbamate N1C=NC(=C1)C(C)(C)NC(OC(C)(C)C)=O